[Na+].[Na+].P([O-])(=O)(OP(=O)([O-])OP(=O)(O)O)OC[C@@H]1[C@H]([C@H]([C@@H](O1)N1C(=O)N=C(N)C=C1)O)O.C(C)(C)(C)NC=1C2=C(N=C(N1)NC(C)=O)C=C(C=N2)F N-(4-(tert-butylamino)-7-fluoropyrido[3,2-d]Pyrimidin-2-yl)acetamide cytidine-5'-triphosphate disodium salt